3-[4-[2-(6-fluoro-1H-indol-3-yl)ethylamino]-7,8-dihydro-6H-pyrimido[5,4-b][1,4]oxazin-2-yl]-1H-pyridin FC1=CC=C2C(=CNC2=C1)CCNC1=NC(=NC2=C1OCCN2)C=2CNC=CC2